2-[[2-hydroxy-5-(hydroxymethyl)-2-oxo-4H-[1,3,2]dioxaphosphinino[4,5-c]pyridin-8-yl]diazenyl]benzene-1,4-disulfonic acid OP1(OCC=2C(=C(N=CC2CO)N=NC2=C(C=CC(=C2)S(=O)(=O)O)S(=O)(=O)O)O1)=O